CN1CC(CCC1)NC(=O)C1=CC2=NC(=CC(=C2S1)N1CCOCC1)N1N=C(C=C1)C=1C=C(C=CC1)C N-(1-Methylpiperidin-3-yl)-7-morpholino-5-(3-(m-tolyl)-1H-pyrazol-1-yl)thieno[3,2-b]pyridine-2-carboxamide